FC=1C=C(C=CC1)CNC(=O)C=1C(=NC2=CC(=CC=C2C1C)C(F)(F)F)COC N-[(3-fluorophenyl)-methyl]-2-(methoxymethyl)-4-methyl-7-(trifluoromethyl)-quinoline-3-carboxylic acid amide